6,6-difluorobicyclo[3.1.0]hexan-3-amine hydrochloride Cl.FC1(C2CC(CC12)N)F